NC([C@H](C[C@H]1C(NCC1)=O)NC(=O)[C@H]1N([C@@H]2CC([C@H]1CC2)(F)F)C(=O)OC(C)(C)C)=O tert-butyl (1S,3S,4S)-3-[[(1S)-2-amino-2-oxo-1-[[(3S)-2-oxopyrrolidin-3-yl]methyl]ethyl]carbamoyl]-5,5-difluoro-2-azabicyclo[2.2.2]octane-2-carboxylate